(8-Cyclopropylquinolin-4-yl)-4-fluorobenzamide C1(CC1)C=1C=CC=C2C(=CC=NC12)C1=C(C(=O)N)C=CC(=C1)F